C(C)(C)(C)OC(=O)C1(CCC1)Cl chlorocyclobutane-1-carboxylic acid tert-butyl ester